ClC1=C(C=CC=C1)C1=C(C=CC=C1)S(=O)(=O)C1=CC=C(C=C1)NC(=O)NCC1=CC=NC=C1 1-(4-((2'-Chloro-[1,1'-biphenyl]-2-yl)sulfonyl)phenyl)-3-(pyridin-4-ylmethyl)urea